NC=1C(=NC=CC1CCOC1=C(C(=CC=C1)F)C1=NC(=C(C#N)C=C1Cl)Cl)C(C)C 6-(2-(2-(3-amino-2-isopropylpyridin-4-yl)ethoxy)-6-fluorophenyl)-2,5-dichloronicotinonitrile